Z-1-bromo-1,1,2,3,4-pentafluorobut-2-ene BrC(/C(=C(\CF)/F)/F)(F)F